2-[3-(3-{4-chloro-5-ethyl-7H-pyrrolo[2,3-b]pyridin-3-yl}phenyl)-2-oxo-1,3-diazinan-1-yl]acetaldehyde ClC1=C2C(NC=C1CC)=NC=C2C=2C=C(C=CC2)N2C(N(CCC2)CC=O)=O